N[C@H](C(=O)O)CC1CCCCC1 (S)-2-amino-3-cyclohexylpropionic acid